FC=1C=C2C(=NNC2=CC1OCCOC)C1=CC(=NO1)C1=CC=C(C=C1)C(=O)N1CC(C1)C1=NC(=NC=C1)C 5-Fluoro-6-(2-methoxyethoxy)-3-(3-{4-[3-(2-methylpyrimidin-4-yl)azetidin-1-carbonyl]phenyl}-1,2-oxazol-5-yl)-1H-indazol